tert-butyl 4-(3,8-dimethyl-6-oxo-5-((3-(trifluoromethyl)pyridin-2-yl)methyl)-5,6-dihydropyrido[2,3-b]pyrazin-7-yl)piperazine-1-carboxylate CC1=CN=C2C(=N1)N(C(C(=C2C)N2CCN(CC2)C(=O)OC(C)(C)C)=O)CC2=NC=CC=C2C(F)(F)F